C(CCCCCCCCCCCCCCC)[Si](O[SiH2]O[SiH2]O[SiH2]O[SiH2]O[SiH2]O[SiH2]O[SiH2]O)(O)C hexadecyl-methyl-1,15-dihydroxyoctasiloxane